FC1=CC=C(C[C@@H]2N(CCCCC2)C2=NC(=CC(N2)=O)N2C[C@H](OCC2)C)C=C1 2-((R)-2-(4-fluorobenzyl)azepan-1-yl)-6-((R)-2-methylmorpholino)pyrimidin-4(3H)-one